NC=1C(=NC2=C(C(=C(C=C2C1N(C1C2CN(C1C2)C(=O)OC(C)(C)C)C(=O)OC(C)(C)C)I)Br)F)OC[C@H]2N(CCC2)C tert-butyl 5-((3-amino-7-bromo-8-fluoro-6-iodo-2-(((S)-1-methylpyrrolidin-2-yl)methoxy)quinolin-4-yl)(tert-butoxycarbonyl)amino)-2-azabicyclo[2.1.1]hexane-2-carboxylate